CC1(CCN(CC1)C1=CC=C(C=C1)NC=1C=C2CN(C(C2=CC1)=O)C1CCN(CC1)C)C 5-((4-(4,4-dimethylpiperidin-1-yl)phenyl)amino)-2-(1-methylpiperidin-4-yl)isoindolin-1-one